3,6-dimethoxy-2',4',6'-triisopropyl-1,1'-biphenyl methanesulfonate CS(=O)(=O)O.COC=1C=C(C(=CC1)OC)C1=C(C=C(C=C1C(C)C)C(C)C)C(C)C